The molecule is a glycoside comprising the linear hexasaccharide derivative alpha-D-Galp-(1->6)-alpha-D-Galp-(1->3)-beta-D-Galf-(1->3)-alpha-D-Manp-(1->3)-alpha-D-Manp-(1->4)-alpha-D-GlcpN in (1->6)-linkage with myo-inositol. It is a glycoside and a hexasaccharide derivative. It derives from a myo-inositol. C([C@@H]1[C@@H]([C@@H]([C@H]([C@H](O1)OC[C@@H]2[C@@H]([C@@H]([C@H]([C@H](O2)O[C@@H]3[C@H]([C@@H](O[C@H]3[C@@H](CO)O)O[C@H]4[C@@H]([C@H](O[C@@H]([C@H]4O)O[C@H]5[C@@H]([C@H](O[C@@H]([C@H]5O)O[C@@H]6[C@H](O[C@@H]([C@@H]([C@H]6O)N)OC7[C@@H]([C@H](C([C@@H]([C@@H]7O)O)O)O)O)CO)CO)O)CO)O)O)O)O)O)O)O)O)O